trimethylolethane tristearyl-thiopropionate C(CCCCCCCCCCCCCCCCC)C(CC(=S)O)(CCCCCCCCCCCCCCCCCC)CCCCCCCCCCCCCCCCCC.C(O)C(C)(CO)CO